NC(CC)N1C(=NC(=C1CCCC)CCCC)CCCC 1-aminopropyl-2,4,5-tributylimidazole